N[C@H]1CN(C[C@@H](C1)F)C(=O)C1=CC2=C(N(C(=N2)C2=CC=3C(=NC(=CC3)C=3C(=C(C=CC3)O)C(F)(F)F)N2CC2CC2)C)C(=C1)OC 3-(2-{5-[(3R,5R)-3-amino-5-fluoropiperidine-1-carbonyl]-7-methoxy-1-methyl-1H-1,3-benzodiazol-2-yl}-1-(cyclopropylmethyl)-1H-pyrrolo[2,3-b]pyridin-6-yl)-2-(trifluoromethyl)phenol